3-bromo-5-(2,3-difluorophenoxy)-1-isopropyl-1H-1,2,4-triazole BrC1=NN(C(=N1)OC1=C(C(=CC=C1)F)F)C(C)C